ClC=1C(N(C=C(C1C1=C(C=C(C=C1)F)Cl)C1=CC(=C(C(=C1)OC)Cl)OC)C)=O 3-chloro-5-(4-chloro-3,5-dimethoxyphenyl)-4-(2-chloro-4-fluorophenyl)-1-methyl-2(1H)-pyridone